ClC1=NC(=CC(=N1)Cl)NC1CC=2C3=C(NC2CC1)C=CC=N3 2,4-dichloro-6-(6,7,8,9-tetrahydro-5H-pyrido[3,2-b]indol-8-ylamino)pyrimidin